C12C=CC(CC1)C2 norbornene